6-methyl-pyrimidine-5-carboxylate CC1=C(C=NC=N1)C(=O)[O-]